3-(1-methylpyrazol-3-yl)-1H-pyridin-2-one CN1N=C(C=C1)C=1C(NC=CC1)=O